C(C)(C)(C)C1=C(C(=CC(=C1)C(C)(C)C)C=NC1=CC=C(C=C1)O)O 2,4-di-tert-butyl-6-(((4-hydroxyphenyl)imino)methyl)phenol